CN1N=CC(=C1)S(=O)(=O)C1=CC=C(C=C1)CNC(=O)C1=CC=2C=NC=CC2N1 N-{[4-(1-methyl-1H-pyrazole-4-sulfonyl)phenyl]methyl}-1H-pyrrolo[3,2-c]pyridine-2-carboxamide